8-[(1R)-1-[(6-Chloro-2-methyl-3-pyridyl)amino]ethyl]-6-methyl-2-(3-pyridyl)chromen-4-one ClC1=CC=C(C(=N1)C)N[C@H](C)C=1C=C(C=C2C(C=C(OC12)C=1C=NC=CC1)=O)C